2-bromo-8-chloro-7-(2,6-difluorophenyl)-5-methyl-9-(trifluoromethyl)-5H-pyrimido[1,2-a][1,4]benzodiazepin-3-one BrC=1C(N=C2N(C3=C(C(=NC2C)C2=C(C=CC=C2F)F)C(=C(C=C3)C(F)(F)F)Cl)C1)=O